5-(chloromethyl)-3-isocyanopyrazine-2-amine ClCC=1N=C(C(=NC1)N)[N+]#[C-]